7-(azetidin-3-yl)-5-(1H-indol-2-yl)-7H-pyrrolo[2,3-d]pyrimidine-4-amine hydrochloride Cl.N1CC(C1)N1C=C(C2=C1N=CN=C2N)C=2NC1=CC=CC=C1C2